Pyrimidine-4-Thione N1=CNC(C=C1)=S